2-bromo-6-ethylthiazolo[5,4-b]pyridin-5(4H)-one BrC=1SC=2NC(C(=CC2N1)CC)=O